(3R,4R)-1-cyclopentyl-4-{[5-(2,4-difluoro-phenyl)-isoxazole-3-carbonyl]-amino}-piperidine-3-carboxylic acid methyl-phenethyl-amide CN(C(=O)[C@@H]1CN(CC[C@H]1NC(=O)C1=NOC(=C1)C1=C(C=C(C=C1)F)F)C1CCCC1)CCC1=CC=CC=C1